1-(1-Cyclopropyl-1H-pyrazol-4-yl)-4-(2,3-dichloro-6-((2-(trimethylsilyl)ethoxy)methoxy)phenyl)pyrrolidin-2-one C1(CC1)N1N=CC(=C1)N1C(CC(C1)C1=C(C(=CC=C1OCOCC[Si](C)(C)C)Cl)Cl)=O